2,2,2-trifluoro-N-methyl-acetamide FC(C(=O)NC)(F)F